CC(C(C(=O)OCC)=O)C ethyl 3-methyl-2-oxobutanoate